N1=C(C=NC=C1)C(=O)NCCCCCCCC(=O)O 8-(2-pyrazinecarbonyl)aminocaprylic acid